FC1=C(C=CC(=C1)C1=NN(C=N1)C1=CC=C(C=C1)C(F)(F)F)NC(=O)\N=C\1/SCC(N1C1=C(C=CC(=C1)C)CCC)=O (Z)-1-(2-fluoro-4-(1-(4-(trifluoromethyl)phenyl)-1H-1,2,4-triazol-3-yl)phenyl)-3-(3-(5-methyl-2-propylphenyl)-4-oxothiazolidin-2-ylidene)urea